4-(6-((1R,3R,5S)-3-methoxy-8-azabicyclo[3.2.1]oct-8-yl)pyridin-3-yl)-6-(1-methyl-1H-pyrazol-4-yl)pyrazolo[1,5-a]pyridine-3-carbonitrile COC1C[C@H]2CC[C@@H](C1)N2C2=CC=C(C=N2)C=2C=1N(C=C(C2)C=2C=NN(C2)C)N=CC1C#N